(S)-2-((2-((S)-4-(Difluoromethyl)-2-oxooxazolidin-3-yl)-3-methyl-5,6-dihydrobenzo[f]imidazo[1,2-d][1,4]oxazepin-9-yl)amino)propionamide FC([C@H]1N(C(OC1)=O)C=1N=C2N(CCOC3=C2C=CC(=C3)N[C@H](C(=O)N)C)C1C)F